trifluoroacetic acid palladium(II) [Pd+2].FC(C(=O)O)(F)F